N-(cyanomethyl)-4-(2-(4-(piperidin-4-yloxy)phenylamino)pyrimidin-4-yl)benzamide C(#N)CNC(C1=CC=C(C=C1)C1=NC(=NC=C1)NC1=CC=C(C=C1)OC1CCNCC1)=O